[2-[[[5-(Dimethylamino)-1-naphthalenyl]sulfonyl]-amino]ethyl]-2-methyl-Z-propenamide CN(C1=C2C=CC=C(C2=CC=C1)S(=O)(=O)NCC\C=C(/C(=O)N)\C)C